BrC=1C(=NC(=NC1)NC1=C(C=C(C(=C1)Cl)N1CCC(CC1)N1CC(CCC1)N(C)C)Cl)NC1=CC2=C(CCO2)C=C1NS(=O)(=O)C N-(6-((5-bromo-2-((2,5-dichloro-4-(3-(dimethylamino)-[1,4'-bipiperidin]-1'-yl)phenyl)Amino)pyrimidin-4-yl)amino)-2,3-dihydrobenzofuran-5-yl)methanesulfonamide